N[C@@H](CC(=O)O)CC1=C(C=CC=C1)Cl (R)-3-amino-4-(2-chlorophenyl)-butyric acid